ClC1(NC(C2=CC=CC=C12)(Cl)Cl)Cl Tetrachloroisoindolin